ClC1=C(C(=C(C=C1OC)OC)Cl)N1C(N(C2=NC(=NC=C2C1)NC1COCC1)C1CCN(CC1)C(\C=C\CN(C)C)=O)=O (E)-3-(2,6-dichloro-3,5-dimethoxyphenyl)-1-(1-(4-(dimethylamino)-but-2-enoyl)piperidin-4-yl)-7-((tetrahydrofuran-3-yl)amino)-3,4-dihydro-pyrimido[4,5-d]pyrimidin-2(1H)-one